NC1=C(NC(C(C2CCCCCCC2)NC(=O)C=2C(=NOC2)C)=O)C=CC(=C1F)N1CCN(CC1)C N-{2-[2-amino-3-fluoro-4-(4-methylpiperazin-1-yl)anilino]-1-cyclooctyl-2-oxoethyl}-3-methylisoxazole-4-carboxamide